7-amino-2-methyl-3,4-dihydroisoquinolin-1(2H)-one NC1=CC=C2CCN(C(C2=C1)=O)C